BrC=1C=C2C(=C(C=NC2=CC1)[N+](=O)[O-])NC1=C(C=C(C#N)C=C1)F 4-((6-bromo-3-nitroquinolin-4-yl)amino)-3-fluorobenzonitrile